C1=CC=CC=2C3=CC=CC=C3C(C12)COC(=O)NCCN(C(OCC1=CC=CC=C1)=O)CCN benzyl (2-((((9H-fluoren-9-yl)methoxy)carbonyl)amino)ethyl)(2-aminoethyl)carbamate